C1(CC1)CN1N=CC(=C1)CC=1C=NN(C1)C(F)F 4-((1-(cyclopropylmethyl)-1H-pyrazol-4-yl)methyl)-1-(difluoromethyl)-1H-pyrazol